FC1=CC(=CC=2NC(=NC21)NC2=NC1=CC=C(C=C1C=C2)C(F)(F)F)C2CCN(CC2)CCO 2-(4-(4-fluoro-2-((6-(trifluoromethyl)quinolin-2-yl)amino)-1H-benzo[d]imidazol-6-yl)piperidin-1-yl)ethan-1-ol